C(C)(C)(C)OC(=O)N1CC(CC1)(C(F)(F)F)OCCC(=O)O 3-(2-carboxyethoxy)-3-(trifluoromethyl)pyrrolidine-1-carboxylic acid tert-butyl ester